(S)-Homoglutamic acid N[C@@H](CCCC(=O)O)C(=O)O